6-(4-(7-chloro-6-fluoro-2-(methyl-d3)-2H-indazol-4-yl)-2,6-difluorobenzyl)-6,7-dihydro-5H-pyrrolo[3,4-b]pyridin-5-one-7,7-d2 ClC1=C(C=C(C2=CN(N=C12)C([2H])([2H])[2H])C1=CC(=C(CN2C(C3=NC=CC=C3C2=O)([2H])[2H])C(=C1)F)F)F